(Z)-12-Nonadecen-9-one CCCCCCCCC(CC\C=C/CCCCCC)=O